C(=O)O.C[C@@H]1NCC[C@@H](C1)OC=1SC2=C(N1)SC(=N2)C=2C(=C1C(=CN2)NC=C1)C=1C=NNC1 5-{[(2S,4S)-2-methylpiperidin-4-yl]oxyl[1,3]thiazolo[5,4-d][1,3]thiazol-2-yl}-4-(1H-pyrazol-4-yl)-1H-pyrrolo[2,3-c]pyridine formate